2-(3-fluoro-4-iodopyridin-2-yl)acetonitrile FC=1C(=NC=CC1I)CC#N